C(=O)C=1C(=NC(N([C@H]2C[C@H](O)[C@@H](CO)O2)C1)=O)N 2'-deoxy-5-formyl-cytidine